4-{2-Chloro-3-[(4S)-2-imino-4-methyl-6-oxo-1-(tetrahydro-pyran-4-yl)hexahydropyrimidin-4-yl]anilino}benzonitrile ClC1=C(NC2=CC=C(C#N)C=C2)C=CC=C1[C@]1(NC(N(C(C1)=O)C1CCOCC1)=N)C